C[C@H]1CN(C[C@H](O1)C)C=1C=CC=2N(N1)C(=CN2)C=2C=NN(C2)C2=CC=C(C=C2)OC(F)(F)F (2S,6R)-2,6-dimethyl-4-(3-(1-(4-(trifluoromethoxy)phenyl)-1H-pyrazol-4-yl)imidazo[1,2-b]pyridazin-6-yl)morpholine